3-chloro-4-Bocamino-1-(3-pyridyl)-1H-pyrazole ClC1=NN(C=C1NC(=O)OC(C)(C)C)C=1C=NC=CC1